tert-Butyl (S)-2-((3-butyl-3-ethyl-5-(4-methoxyphenyl)-7-(methylthio)-1,1-dioxido-2,3,4,5-tetrahydro-1,5-benzothiazepin-8-yl)oxy)acetate C(CCC)[C@@]1(CS(C2=C(N(C1)C1=CC=C(C=C1)OC)C=C(C(=C2)OCC(=O)OC(C)(C)C)SC)(=O)=O)CC